OC1=CC=C(C=C1)C(C(=O)O)C para-hydroxy-phenylpropionic acid